ClC=1C(=C(C=CC1)C(=C)O[Si](CC)(CC)CC)F ((1-(3-chloro-2-fluorophenyl)vinyl)oxy)triethylsilane